[3-D-glucopyranos-1-yl]-benzol OC1([C@H](O)[C@@H](O)[C@H](O)[C@H](O1)CO)C=1C=CC=CC1